isopropyl 2-methyl-butyrate (isopropyl 2-methylbutyrate) C(C)(C)C(C(=O)O)(CC)C.CC(C(=O)OC(C)C)CC